7-((S)-sec-Butoxy)-N-(1-((1R,2S)-2-fluorocyclopropyl)-2-oxo-1,2-dihydropyridin-3-yl)-2-(1-methyl-2-oxabicyclo[2.1.1]hex-4-yl)imidazo[1,2-a]pyrimidine-6-carboxamide [C@H](C)(CC)OC1=NC=2N(C=C1C(=O)NC=1C(N(C=CC1)[C@H]1[C@H](C1)F)=O)C=C(N2)C21COC(C2)(C1)C